CC1(CC1)C=1C=CC=2N(C1)C(=CN2)C2=CC=CC(=N2)NC2CC1(C2)CNCC1 N-(6-(6-(1-methyl-cyclopropyl)imidazo-[1,2-a]pyridin-3-yl)-pyridin-2-yl)-6-azaspiro[3.4]octan-2-amine